[O-]CCCC.[O-]CCCC.[O-]CCCC.[O-]CCCC.[Zr+4] zirconium (IV) tetrabutoxide